OCCCCCCCCCCCCCC=CC(=O)O 16-hydroxyhexadecenoic acid